4,4,5,5-tetramethyl-2-[4-nitro-3-(trifluoromethyl)phenyl]-1,3,2-dioxaborolane CC1(OB(OC1(C)C)C1=CC(=C(C=C1)[N+](=O)[O-])C(F)(F)F)C